2-((3,5-dicyano-4-ethyl-6-(2,6-diazaspiro[3.4]oct-6-yl)pyridin-2-yl)thio)-2-phenylacetamide C(#N)C=1C(=NC(=C(C1CC)C#N)N1CC2(CNC2)CC1)SC(C(=O)N)C1=CC=CC=C1